CC12CC3(CC(CC(C1)(C3)N=C=O)(C2)N=C=O)C 1,3-dimethyl-5,7-diisocyanato-adamantane